ClC=1C=C(C=CC1)B(O)O (3-Chlorophenyl)-boronic acid